(RS)-2-isopropyl-6-methoxy-7-(3-methoxypropoxy)-2,3-dihydro-4H-pyrano[3,2-b]pyridin-4-one C(C)(C)[C@H]1CC(C2=NC(=C(C=C2O1)OCCCOC)OC)=O |r|